CC1=C[C@](CCC1)(O)C(C)CCC=C(C)C (1R,6S,7R)-3-Methyl-(6-methylhept-5-en-2-yl)-cyclohex-2-enol